C1(CCCCC1)C[C@@H](C(=O)N[C@H](C=O)CCC(N1CC2=C(CCC1)C=CC=C2)=O)NC(OCC2=CC(=CC=C2)Cl)=O 3-Chlorobenzyl ((S)-3-cyclohexyl-1-(((S)-1,5-dioxo-5-(1,3,4,5-tetrahydro-2H-benzo[c]azepin-2-yl)pentan-2-yl)amino)-1-oxopropan-2-yl)carbamate